(3-(Octyloxy)-5-(undecyloxy)phenyl)methanol C(CCCCCCC)OC=1C=C(C=C(C1)OCCCCCCCCCCC)CO